2-(5-bromo-1-methyl-6-oxo-1,6-dihydropyridine-3-carbonyl)-N-(4-chloro-1-(tetrahydro-2H-pyran-2-yl)-1H-indazol-5-yl)hydrazinecarboxamide BrC1=CC(=CN(C1=O)C)C(=O)NNC(=O)NC=1C(=C2C=NN(C2=CC1)C1OCCCC1)Cl